1,4-phenylenediamine monohydrochloride Cl.C1(=CC=C(C=C1)N)N